(R)-N-(3-Cyano-4-fluorophenyl)-8,11,11-trifluoro-3,4,8,9,10,11-hexahydro-1H-pyrido[4',3':3,4]pyrazolo[1,5-a]azepine-2(7H)-carboxamide C(#N)C=1C=C(C=CC1F)NC(=O)N1CC=2C(=NN3C2C(CC[C@H](C3)F)(F)F)CC1